N(=[N+]=[N-])CCCC(=O)O azidoethylacetic acid